2-(2-fluoro-2-methylpropyl)-3-methyl-1,2,3,4-tetrahydrobenzofuran FC(CC1OC=2C(C1C)CC=CC2)(C)C